cis-methyl-2-benzyl-5-fluoro-1-oxohexahydrocyclopenta[c]pyrrole-3a(1H)-carboxylate COC(=O)C12C(C(N(C1)CC1=CC=CC=C1)=O)CC(C2)F